[(2R,3S,7S)-3-(Cyclopropylmethyl)-7-[6-(2,2-difluoro-1-methyl-cyclopropyl)-5-methyl-pyrrolo[2,3-b]pyrazin-3-yl]azepan-2-yl]methanol C1(CC1)C[C@H]1[C@@H](N[C@@H](CCC1)C1=CN=C2C(=N1)N(C(=C2)C2(C(C2)(F)F)C)C)CO